ClC=1C=C(C(=NC1)OC)N1CCN(CC1)CC(COC1=CC2=CC=C(C=C2C=C1)Cl)O 1-(4-(5-chloro-2-methoxypyridin-3-yl)piperazin-1-yl)-3-((6-chloronaphthalen-2-yl)oxy)propan-2-ol